3-cyclopropyl-1-(2-methylpyridin-4-yl)-2-propen-1-one C1(CC1)C=CC(=O)C1=CC(=NC=C1)C